4-bromo-2,5-difluoroanisole BrC1=CC(=C(C=C1F)OC)F